FC1=CC=C2CN(C(C2=C1)=O)C=1C(=C(C=CC1)C1=C2C(=C(NC2=C(C=C1)C(=O)N)C)C)C 4-(3-(6-fluoro-1-oxoisoindolin-2-yl)-2-methylphenyl)-2,3-dimethyl-1H-indole-7-carboxamide